N-(5-Fluoropyridin-2-yl)-6-methyl-4-(1H-pyrazol-1-yl)picolinamide FC=1C=CC(=NC1)NC(C1=NC(=CC(=C1)N1N=CC=C1)C)=O